2'-(3-fluoropyridin-4-yl)-3'-iodo-1-(prop-2-enoyl)-5',6'-dihydro-1'h-spiro[piperidine-4,7'-pyrrolo[3,2-c]pyridin]-4'-one FC=1C=NC=CC1C1=C(C=2C(NCC3(C2N1)CCN(CC3)C(C=C)=O)=O)I